C1(CC1)C=1C=C2C(=CC(=NC2=C(C1C=1C2=CN(N=C2C=C(C1C)F)C(C1=CC=CC=C1)(C1=CC=CC=C1)C1=CC=CC=C1)O[C@@H](C)C1=CC=CC=C1)S(=O)(=O)CC)O[C@@H]1CN(CC1)C(=O)OC(C)(C)C tert-butyl (3S)-3-({6-cyclopropyl-2-(ethanesulfonyl)-7-(6-fluoro-5-methyl-2-(triphenylmethyl)-2H-indazol-4-yl)-8-[(1S)-1-phenylethoxy]quinolin-4-yl}oxy)pyrrolidine-1-carboxylate